ClC=1C=C(C=CC1F)NC(N(CC=1C2=C(NN1)OCCC2)C2=NN(C=C2)C)=O 3-(3-Chloro-4-fluorophenyl)-1-(1-methyl-1H-pyrazol-3-yl)-1-((1,4,5,6-tetrahydropyrano[2,3-c]pyrazol-3-yl)methyl)urea